NC1=NNC(=C1)C1=C(C=NC2=CC=CN=C12)OCC1(CC1)CNC(OC(C)(C)C)=O tert-butyl ([1-({[4-(3-amino-1H-pyrazol-5-yl)-1,5-naphthyridin-3-yl]oxy}methyl)cyclopropyl]methyl)carbamate